(+/-)-isopropyl (1S,3S)-3-(4-(4-(((cyclopentyl(methyl)carbamoyl)oxy)methyl)-5-methylisothiazol-3-yl)phenoxy)cyclohexane-1-carboxylate C1(CCCC1)N(C(=O)OCC=1C(=NSC1C)C1=CC=C(O[C@@H]2C[C@H](CCC2)C(=O)OC(C)C)C=C1)C |r|